C(N)(=N)C=1C=C(SC1)CNC(=O)[C@H]1N(CC2(OCCO2)C1)C(CNC(C1=CC=C(C=C1)C=1C=NC(=CC1)F)=O)=O (S)-N-((4-carbamimidoylthiophen-2-yl)methyl)-7-((4-(6-fluoropyridin-3-yl)benzoyl)glycyl)-1,4-dioxa-7-azaspiro[4.4]nonane-8-carboxamide